ClC1=CC=C(CN(S(=O)(=O)C2=C(C(=C(C(=C2F)F)F)F)F)CC(=O)N(CC2=CC(=CC(=C2)C(C)(C)C)C(C)(C)C)C2=CC(=C(C(=O)O)C=C2)O)C=C1 4-(2-(N-(4-chlorobenzyl)-(2,3,4,5,6-pentafluorophenyl)sulfonamido)-N-(3,5-di-tert-butylbenzyl)acetamido)-2-hydroxybenzoic acid